BrC1=CC2=C(N(C(=N2)CC(C#N)(C)C)C2CC2)C=C1 3-(5-bromo-1-cyclopropyl-1H-benzo[d]imidazol-2-yl)-2,2-dimethylpropionitrile